NC1=NC=NN2C1=C(C=C2C=2C=C(C(=NC2)OC[2H])C(=O)N[C@@H]2CN(C[C@@H]2F)C(CC(C)(C)O)=O)C(F)(F)F 5-[4-Amino-5-(trifluoromethyl)pyrrolo[2,1-f][1,2,4]triazin-7-yl]-N-[(3R,4S)-4-fluoro-1-(3-hydroxy-3-methylbutanoyl)pyrrolidin-3-yl]-2-(deutero)methoxypyridin-3-carboxamid